4-(4-[(tert-butoxycarbonyl)(ethyl)amino]piperidin-1-yl)-1-([2-(trimethylsilyl)-ethoxy]methyl)indole-7-carboxylic acid C(C)(C)(C)OC(=O)N(C1CCN(CC1)C1=C2C=CN(C2=C(C=C1)C(=O)O)COCC[Si](C)(C)C)CC